(9R,13S)-13-amino-3-(difluoromethyl)-9-methyl-(10,11-2H2)-3,4,7,15-tetraazatricyclo[12.3.1.02,6]Octadecan-1(18),2(6),4,14,16-pentaen-8-one N[C@H]1CC(C([C@H](C(NC=2C=NN(C2C=2C=CN=C1C2)C(F)F)=O)C)[2H])[2H]